butyl-4-(2-(2,6-dioxopiperidin-3-yl)-1-oxoisoindolin-5-yl)-3,6-dihydropyridine C(CCC)C1=NCC=C(C1)C=1C=C2CN(C(C2=CC1)=O)C1C(NC(CC1)=O)=O